styryl-phenanthroline C(=CC1=CC=CC=C1)C1=NC2=C3N=CC=CC3=CC=C2C=C1